FC(OC1=CC2=C(N=C(O2)C=2C(=C(C=CC2)C2=C(C(=CC=C2)NC=2N=CC=C3C=C(C=NC23)CN2CC(CC2)F)C)C)C=C1CN1[C@@H](CCC1)C(=O)O)F ((6-(difluoromethoxy)-2-(3'-((3-((3-fluoropyrrolidin-1-yl)methyl)-1,7-naphthyridin-8-yl)amino)-2,2'-dimethyl-[1,1'-biphenyl]-3-yl)benzo[d]oxazol-5-yl)methyl)-L-proline